Sodium pyruvat C(C(=O)C)(=O)[O-].[Na+]